C(#N)C(NC(=O)[C@@H]1[C@H]2C([C@H]2CN1C([C@H](C(C)(C)C)NC(C(F)(F)F)=O)=O)(C)C)C1=C2C=NNC2=CC=C1 (1R,2S,5S)-N-[cyano(1H-indazol-4-yl)methyl]-3-[(2S)-3,3-dimethyl-2-[(2,2,2-trifluoroacetyl)amino]butanoyl]-6,6-dimethyl-3-azabicyclo[3.1.0]hexane-2-carboxamide